N-(5-(dimethylamino)pentyl)-6-[76Br]bromonicotinamide CN(CCCCCNC(C1=CN=C(C=C1)[76Br])=O)C